2-(3-cyanophenyl)-3-(2,6-dimethyl-4-pyridinyl)-N-[(1S)-2-hydroxy-1,2-dimethyl-propyl]pyrazolo[1,5-a]pyrimidine-5-carboxamide C(#N)C=1C=C(C=CC1)C1=NN2C(N=C(C=C2)C(=O)N[C@H](C(C)(C)O)C)=C1C1=CC(=NC(=C1)C)C